C(CCCCCCCCCCCCCCCCC)P(CCCCCCCCCCCCCCCCCC)CCCCCCCCCCCCCCCCCC tri(octadecyl)phosphine